C(C)OC(\C=C\C1=C(C=CC(=C1)SCC1=CC=CC=C1)NC1=C(C=C(C(=C1)F)Br)OC)=O.COC1CCOC1 4-methoxyTetrahydrofuran (E)-ethyl-3-(5-(benzylthio)-2-((4-bromo-5-fluoro-2-methoxyphenyl)amino)phenyl)acrylate